1-bromo-3-(2-chloro-5-fluorophenoxy)-4-methyl-2-nitrobenzene BrC1=C(C(=C(C=C1)C)OC1=C(C=CC(=C1)F)Cl)[N+](=O)[O-]